4-(1-methylpropyl)resorcinol CC(CC)C1=C(C=C(O)C=C1)O